((1s,3s)-3-Hydroxy-3-methylcyclobutyl)(7-(4-(trifluoromethoxy)phenoxy)-2-azaspiro[3.5]nonan-2-yl)methanone OC1(CC(C1)C(=O)N1CC2(C1)CCC(CC2)OC2=CC=C(C=C2)OC(F)(F)F)C